9Z,11E-Octadecadienoic acid CCCCCC/C=C/C=C\CCCCCCCC(=O)O